Tris-Tricine sodium dodecyl-sulfate C(CCCCCCCCCCC)OS(=O)(=O)[O-].[Na+].N(CC(=O)O)C(CO)(CO)CO.N(CC(=O)O)C(CO)(CO)CO.N(CC(=O)O)C(CO)(CO)CO